C(C)(C)(C)OC(=O)C1=NC(=CC=C1N[C@H](C)C=1C=C(C=C2C(C(=C(OC12)C=1N(C2=CC=CC=C2C1)C(=O)OC(C)(C)C)C)=O)C)Cl tert-Butyl 2-[8-[(1R)-1-[(2-tert-butoxycarbonyl-6-chloro-3-pyridyl)amino]ethyl]-3,6-dimethyl-4-oxo-chromen-2-yl]indole-1-carboxylate